O[C@@]1(CC[C@@]2([C@H]3CC[C@@]4([C@H](CC[C@H]4[C@@H]3CC[C@@H]2C1)C(CCN1N=CC(=C1)C#N)=O)C)C)COC 1-(3-((3R,5R,8R,9S,10S,13S,14S,17S)-3-hydroxy-3-(methoxymethyl)-10,13-dimethylhexadecahydro-1H-cyclopenta[a]phenanthren-17-yl)-3-oxopropyl)-1H-pyrazole-4-carbonitrile